C(CCCCCCC\C=C/CCCCCCCC)OC[C@@H](OC(CCCCCCCCCCCCCCCCCCCCCCC)=O)COP(=O)([O-])OCC[N+](C)(C)C 1-Oleyl-2-lignoceroyl-sn-glycero-3-phosphocholine